(R)-1-phenyl-2-propylamine C1(=CC=CC=C1)C[C@@H](C)N